2-(4-tert-butylbenzenesulfonyl)-3-methylbutanoic acid C(C)(C)(C)C1=CC=C(C=C1)S(=O)(=O)C(C(=O)O)C(C)C